4-[(4-phenoxyphenyl)amino]-1H-pyrazolo[3,4-d]pyrimidine-6-carbaldehyde O(C1=CC=CC=C1)C1=CC=C(C=C1)NC1=C2C(=NC(=N1)C=O)NN=C2